1-bromo-3-fluoro-5-isopropyl-benzene BrC1=CC(=CC(=C1)C(C)C)F